N1-(2-(dimethylamino)ethyl)-N4-(4-(6-fluoro-1-methyl-1H-indol-3-yl)-7H-pyrrolo[2,3-d]pyrimidin-2-yl)-N1-methylbenzene-1,2,4-triamine CN(CCN(C=1C(=CC(=CC1)NC=1N=C(C2=C(N1)NC=C2)C2=CN(C1=CC(=CC=C21)F)C)N)C)C